BrC1=C(C=NN1C)O 5-bromo-1-methyl-1H-pyrazol-4-ol